CN(C(=O)C=1NC(=CC1)C1=CC2=CC=CC=C2C(=C1)C1(CC1)NC(C1=C(C=CC(=C1)N1CCN(CC1)C)C)=O)C N,N-dimethyl-5-(4-(1-(2-methyl-5-(4-methylpiperazin-1-yl)benzamido)cyclopropyl)naphthalen-2-yl)-1H-pyrrole-2-carboxamide